C(C)C=1C=NC(=NC1)N1CCC(CC1)CCCOC1=CC(=C(C(=C1)F)CC(=O)N1CC(C1)C(=O)O)F [2-[4-[3-[1-(5-ethylpyrimidin-2-yl)-4-piperidinyl]propoxy]-2,6-difluoro-phenyl]acetyl]azetidine-3-carboxylic acid